5-amino-2-(7-bromo-2-methylquinolin-3-yl)-5-oxopentanoic acid tert-butyl ester C(C)(C)(C)OC(C(CCC(=O)N)C=1C(=NC2=CC(=CC=C2C1)Br)C)=O